1-(tert-butyl) 2-methyl (R)-4-(3-(hydroxymethyl)phenyl)-2,5-dihydro-1H-pyrrole-1,2-dicarboxylate OCC=1C=C(C=CC1)C1=C[C@@H](N(C1)C(=O)OC(C)(C)C)C(=O)OC